ClC=1C=CC=C2C=CC=C(C12)N1CC=2N=C(N=C(C2CC1)N1C[C@@H](N(CC1)C(=O)C(CCS(=O)(=O)[O-])=C)CC#N)OC[C@H]1N(CCC1)C 2-[(2S)-4-[7-(8-chloro-1-naphthyl)-2-[[(2S)-1-methyl-pyrrolidin-2-yl]methoxy]-6,8-dihydro-5H-pyrido[3,4-d]pyrimidin-4-yl]-2-(cyanomethyl) piperazine-1-carbonyl]allylmethanesulfonate